C1(CC1)C=1CCCC2=C(C1C1=CC=C(C=C1)N1CCC(CC1)C=O)C=CC(=C2)C(=O)O 8-cyclopropyl-9-(4-(4-formylpiperidin-1-yl)phenyl)-6,7-dihydro-5H-benzo[7]annulene-3-carboxylic acid